C(C)(C)(C)OC(=O)N1C[C@@H]([C@@H](CC1)NC1=CC=C(C=C1)F)OC (3S,4R)-4-(4-fluoroanilino)-3-methoxy-piperidine-1-carboxylic acid tert-butyl ester